C(C)(C)(C)OC(=O)NCCOCCOCCOCCOC1=NC=C(C=N1)B(O)O [2-[2-[2-[2-[2-(tert-butoxycarbonylamino)ethoxy]ethoxy]ethoxy]ethoxy]pyrimidin-5-yl]boronic acid